C(C)(C)(C)OC(=O)N1CC(CCC1)N1C(=CC=2C1=C1C(=NC2)NC=C1)C1=NC=CC=C1 3-(2-(pyridin-2-yl)dipyrrolo[2,3-b:2',3'-d]pyridine-1(6H)-yl)piperidine-1-carboxylic acid tert-butyl ester